tert-butyl 2-(oxetan-3-yl)-3',6'-dihydro-[3,4'-bipyridine]-1'(2'H)-carboxylate O1CC(C1)C1=NC=CC=C1C=1CCN(CC1)C(=O)OC(C)(C)C